4-(4-((6-methoxypyridin-3-yl)oxy)piperidin-1-yl)-5,6-dimethylpyrimidine COC1=CC=C(C=N1)OC1CCN(CC1)C1=NC=NC(=C1C)C